(+)-1-(4-chlorophenyl)-3-[(3R*,4S*)-4-(4-methoxyphenyl)-2-oxopyrrolidin-3-yl]urea ClC1=CC=C(C=C1)NC(=O)N[C@H]1C(NC[C@@H]1C1=CC=C(C=C1)OC)=O |o1:11,15|